6-bromo-4-methylnicotinaldehyde BrC1=NC=C(C=O)C(=C1)C